2-((1S,2R,3S,4R,5S)-4-(6-(bicyclo[1.1.1]pentan-1-ylamino)-2-iodo-9H-purin-9-yl)-2,3-dihydroxybicyclo[3.1.0]hexan-1-yl)acetonitrile C12(CC(C1)C2)NC2=C1N=CN(C1=NC(=N2)I)[C@H]2[C@@H]([C@@H]([C@@]1(C[C@H]21)CC#N)O)O